BrC1=NC2=C(C=CC=C2C=C1)\C(\C)=N\C1=C(C=CC=C1C(C)C)C(C)C (E)-1-(2-bromoquinolin-8-yl)-N-(2,6-diisopropylphenyl)ethane-1-imine